NC1=C(N=CC(=N1)N1CCC2(CC1)C(C1=CC(=CC=C1C2)OC2CCCC2)N)SC2=C(C(=NC=C2)N)Cl 1'-(6-amino-5-((2-amino-3-chloro-pyridin-4-yl)thio)pyrazin-2-yl)-6-(cyclopentyloxy)-1,3-dihydrospiro[indene-2,4'-piperidin]-1-amine